C(C)(C)(C)OC(=O)N1CC2=C(CC1)N(N=C2I)C2CCN(CC2)C(=O)OCC2=CC=CC=C2 benzyl 4-{5-[(tert-butoxy)carbonyl]-3-iodo-4H,6H,7H-pyrazolo[4,3-c]pyridin-1-yl}piperidine-1-carboxylate